C(C1=CC=CC=C1)N1CCC(CC1)CCNC(=O)N1CCN(CC1)C1=NC=C(C=C1)C(F)(F)F N-[2-(1-benzylpiperidin-4-yl)ethyl]-4-[5-(trifluoromethyl)pyridin-2-yl]piperazine-1-carboxamide